bis(phenylethynyl)naphthacene C1(=CC=CC=C1)C#CC1=C(C2=CC3=CC4=CC=CC=C4C=C3C=C2C=C1)C#CC1=CC=CC=C1